3,5-difluoroisonicotinic acid FC1=C(C(=O)O)C(=CN=C1)F